N-((1R)-3-cyano-3-azabicyclo[3.2.0]heptan-1-yl)-4-(3-(4-fluorophenoxy)pyridin-4-yl)benzamide C(#N)N1C[C@]2(CCC2C1)NC(C1=CC=C(C=C1)C1=C(C=NC=C1)OC1=CC=C(C=C1)F)=O